ethyl 3,6-dibromo-1-isopropyl-1H-pyrazolo[3,4-b]pyridine-4-carboxylate BrC1=NN(C=2N=C(C=C(C21)C(=O)OCC)Br)C(C)C